FC1=CC=CC=2C(=NCC(OC21)(C)C)C=2C=NC1=CC=CC=C1C2 9-fluoro-2,2-dimethyl-5-(quinolin-3-yl)-2,3-dihydro-1,4-benzoxazepine